2-Naphthoquinone Diazide [N-]=[N+]=[N-].[N-]=[N+]=[N-].C1(C(C=CC2=CC=CC=C12)=O)=O